C(C)O[Si](CCCC(C(CCC)(C)SC(C(C)CCC[Si](OCC)(OCC)OCC)(C)CCC)C)(OCC)OCC 3-triethoxysilylpropylmethylpropylpropyl sulfide